C(C1=CC=CC=C1)N([C@@H]([C@@H](CCC1CCN(CC1)C(=O)[O-])B1OC(C(O1)(C)C)(C)C)C1=CC=CC=C1)CC1=CC=CC=C1 4-((3R,4S)-4-(dibenzylamino)-4-phenyl-3-(4,4,5,5-tetramethyl-1,3,2-dioxaborolan-2-yl)butyl)piperidine-1-carboxylate